CN1C(=[N+](C=C1)C)SCC(C)=O 1,3-dimethyl-2-[(2-oxopropyl)-thio]-imidazolium